ClC1=C(C=CC=C1Cl)CCNC 2-(2,3-dichlorophenyl)-N-methyl-ethylamine